methyl-(5-chloro-2-fluorophenyl)methanol tert-butyl-2-(11-iodo-3-methylpyrimido[4',5':6,7]cyclohepta[1,2-f]indazol-9(5H)-yl)acetate C(C)(C)(C)C(C(=O)OC(C1=C(C=CC(=C1)Cl)F)C)N1N=C(C=2C=C3C(=CC12)C=CCC1=C3C=NC(=N1)C)I